[Br-].C(#N)C[S+]1CCCC1 1-(cyanomethyl)thiolan-1-ium bromide